(S)-6-(4-fluoro-2-methoxyphenyl)-3-(1-(6-ethoxy-5-methoxypyridin-2-yl)-2-(methylsulfonyl)ethyl)-1-methyl-1H-imidazo[4,5-b]pyridin-2(3H)-one FC1=CC(=C(C=C1)C=1C=C2C(=NC1)N(C(N2C)=O)[C@H](CS(=O)(=O)C)C2=NC(=C(C=C2)OC)OCC)OC